FCCN(C1=CC=C(C=C1)NC1=NC2=CC=CC=C2C=N1)C 2-((4-((2-fluoroethyl)(methyl)amino)phenyl)amino)quinazolin